methyl 4-[1-[[6-[(6-tert-butyl-2-chloro-pyridine-3-carbonyl)sulfamoyl]-2-pyridyl]amino]-3-[(3S)-5,5-dimethyl-1-(2,2,2-trifluoroacetyl)pyrrolidin-3-yl]propyl]benzoate C(C)(C)(C)C1=CC=C(C(=N1)Cl)C(=O)NS(=O)(=O)C1=CC=CC(=N1)NC(CC[C@@H]1CN(C(C1)(C)C)C(C(F)(F)F)=O)C1=CC=C(C(=O)OC)C=C1